S1C=NC=C1C(=O)N1CC2(CNC2)C(C1)C(=O)N 6-(thiazole-5-carbonyl)-2,6-diazaspiro[3.4]octane-8-carboxamide